O=C1CCC(O1)C(=O)N 5-oxotetrahydrofuran-2-carboxamide